COC([C@@H](NC(C)=O)CO)=O N-acetyl-L-serine methyl ester